COC[C@H]1CO1 (R)-(-)-epoxypropyl methyl ether